ClC1=CC(=CC2=CC(=CC=C12)Cl)C(=O)O 4,7-dichloronaphthalene-2-carboxylic acid